FC1=C(CONC(=O)C2=NC(=CN=C2)C=2C=NC(=CC2)OC(F)(F)F)C=CC=C1 N-((2-fluorobenzyl)oxy)-6-(6-(trifluoromethoxy)pyridin-3-yl)pyrazine-2-carboxamide